CC1=NC=CC(=C1)NC1=NC=2C=CN=CC2C2=C1C=C(N2)C(=O)O 4-((2-methylpyridin-4-yl)amino)-1H-pyrrolo[3,2-c][1,6]naphthyridine-2-carboxylic acid